ClC1=C(COC=2C=CC3=C(C(=C(O3)C)C(=O)OCC)C2)C(=CC=C1)F ethyl 5-((2-chloro-6-fluorobenzyl)oxy)-2-methylbenzofuran-3-carboxylate